C1(=CCCCC1)P(O)(=O)C1=CC=CC=C1 cyclohexenyl-phenyl-phosphinic acid